(6-(trifluoromethyl)imidazo[1,2-b]pyridazin-2-yl)(4-(2-(trifluoromethyl)phenyl)piperidin-1-yl)methanone FC(C=1C=CC=2N(N1)C=C(N2)C(=O)N2CCC(CC2)C2=C(C=CC=C2)C(F)(F)F)(F)F